ClC1=C(C=C(C=C1N1CCNCC1)C#N)NC1=NC=2N(C(=N1)NCC)N=CC2C#N {[2-chloro-5-cyano-3-(piperazin-1-yl)phenyl]amino}-4-(ethylamino)pyrazolo[1,5-a][1,3,5]triazine-8-carbonitrile